8-bromo-6-(2-fluoro-6-methyl-phenyl)quinazoline BrC=1C=C(C=C2C=NC=NC12)C1=C(C=CC=C1C)F